C1CC12N(CCOC2)C2=NC=CC(=N2)NC2=CC(=NO2)C2=C(C=C(C=C2)OC)F N-(2-(7-oxa-4-azaspiro[2.5]octan-4-yl)pyrimidin-4-yl)-3-(2-fluoro-4-methoxyphenyl)isoxazol-5-amine